FC=1C=CC2=C(CCO2)C1CNC1=NC=C(C=2N1C=NN2)C=2C=1N(C(=CC2)CC(C)(O)C)N=CN1 1-(8-(5-(((5-Fluoro-2,3-dihydrobenzofuran-4-yl)methyl)amino)-[1,2,4]triazolo[4,3-c]pyrimidine-8-yl)-[1,2,4]triazolo[1,5-a]pyridin-5-yl)-2-methylpropan-2-ol